N-(5-((1H-pyrazol-1-yl)methyl)-3,4-dihydro-2H-chromeno[8,7-d]isoxazol-9-yl)-4-Ethyl-2-methoxybenzenesulfonamide N1(N=CC=C1)CC1=C2CCCOC2=C2C(=NOC2=C1)NS(=O)(=O)C1=C(C=C(C=C1)CC)OC